(4-((3s,4s)-1-ethyl-3-fluoropiperidin-4-yl)phenyl)boronic acid C(C)N1C[C@H]([C@@H](CC1)C1=CC=C(C=C1)B(O)O)F